N-benzyl-N,N-dimethyl-2-(2-(palmitoyloxy)ethoxy)ethane-1-aminium bromide [Br-].C(C1=CC=CC=C1)[N+](CCOCCOC(CCCCCCCCCCCCCCC)=O)(C)C